C12(CC3CC(CC(C1)C3)C2)CN2N=CC(=C2C)C2=C(C=3N(C=C2)C=CN3)C(=O)OC methyl 7-(1-(adamantan-1-ylmethyl)-5-methyl-1H-pyrazol-4-yl)imidazo[1,2-a]pyridine-8-carboxylate